C(CCCCCCCCC)(=O)O normal decanoic acid